2-[pyridin-3-yl]-2,3-dihydro-benzo[1,4]dioxin N1=CC(=CC=C1)C1COC2=C(O1)C=CC=C2